7-(1-methoxycyclobutyl)-2-oxo-1,2-dihydroquinoline-3-carboxamide COC1(CCC1)C1=CC=C2C=C(C(NC2=C1)=O)C(=O)N